[N+](=O)(O)[O-].[N+](=O)(O)[O-].C(C=C)OC=1C=CC=2C[C@@H]3[C@@H]4C=C[C@@H]([C@H]5[C@@]4(C2C1O5)CCN3C)O allyl-morphine dinitrate